C(CC)[Bi]1S[Bi](S1)CCC 2,4-dipropyl-1,3,2,4-dithiadibismetane